C(CCCCCCC(=O)OC)(=O)O[C@H]1CC[C@@]2(C3CC[C@@]4(C(=CCC4C3CC=C2C1)C=1C=NC=CC1)C)C 1-((3S,10R,13S)-10,13-dimethyl-17-(pyridin-3-yl)-2,3,4,7,8,9,10,11,12,13,14,15-dodecahydro-1H-cyclopenta[a]phenanthren-3-yl) 8-methyl octanedioate